tert-butyl (S)-2-(6-(3-methyl-1H-pyrrolo[2,3-b]pyridin-5-yl)-2-(2-methylisonicotinoyl)-1,2,3,4-tetrahydroisoquinolin-8-yl)pyrrolidine-1-carboxylate CC1=CNC2=NC=C(C=C21)C=2C=C1CCN(CC1=C(C2)[C@H]2N(CCC2)C(=O)OC(C)(C)C)C(C2=CC(=NC=C2)C)=O